tert-butyl 4-[6-amino-8-oxo-7-(4-phenoxyphenyl) purin-9-yl]-[1,4'-bipiperidine]-1'-carboxylate NC1=C2N(C(N(C2=NC=N1)C1CCN(CC1)C1CCN(CC1)C(=O)OC(C)(C)C)=O)C1=CC=C(C=C1)OC1=CC=CC=C1